BrC=1C=C(C=NC1)C=1N=NN(C1)CC=1N=C2N(C=C(C=C2)C=O)C1 2-((4-(5-bromopyridin-3-yl)-1H-1,2,3-triazol-1-yl)methyl)imidazo[1,2-a]pyridine-6-carbaldehyde